2-Bromo-6-(4-(2-methoxyphenyl)-4H-1,2,4-triazol-3-yl)pyridine cyclohexyl-(5-(2-(cyclopropanecarboxamido)imidazo[1,2-a]pyridin-6-yl)-2-methylpyridin-3-yl)carbamate C1(CCCCC1)N(C(O)=O)C=1C(=NC=C(C1)C=1C=CC=2N(C1)C=C(N2)NC(=O)C2CC2)C.BrC2=NC(=CC=C2)C2=NN=CN2C2=C(C=CC=C2)OC